CN([C@@H]1C(C=C([C@]2(C(C3=C(C4=C(C=CC=C4[C@@]([C@H]3[C@@H]([C@@H]12)O)(C)O)O)O)=O)O)O)=O)C (4S,4aR,5S,5aR,6S,12aR)-4-(dimethylamino)-1,5,6,10,11,12a-hexahydroxy-6-methyl-3,12-dioxo-4,4a,5,5a-tetrahydrotetracene